N'-(4-(tert-butyl)cyclohexylidene)benzohydrazide C(C)(C)(C)C1CCC(CC1)=NNC(C1=CC=CC=C1)=O